C1(CC1)C1=C(C(=NO1)C1=C(C=CC=C1Cl)Cl)C1=CC2(C1)CCN(CC2)C2=NC(=CC=N2)C 2-(2-(5-Cyclopropyl-3-(2,6-dichlorophenyl)isoxazol-4-yl)-7-azaspiro[3.5]non-1-en-7-yl)-6-methylpyrimidin